C1(CC1)N1C=CC=2C1=NC(NC2)=O 7-cyclopropyl-2H,3H,7H-pyrrolo[2,3-d]pyrimidin-2-one